CC1COCC=2N=C(SC21)C=O (7-methyl-6,7-dihydro-4H-pyrano[3,4-d][1,3]thiazol-2-yl)methanone